2-amino-4-(2-bromoethyl)cyclopentane-1-thiol NC1C(CC(C1)CCBr)S